2,2-dimethylcyclopentanecarboxylate CC1(C(CCC1)C(=O)[O-])C